bis{[(4-anilino-6-morpholino-1,3,5-triazin-2-yl)]amino}stilbene N(C1=CC=CC=C1)C1=NC(=NC(=N1)N1CCOCC1)NC(=C(C1=CC=CC=C1)NC1=NC(=NC(=N1)NC1=CC=CC=C1)N1CCOCC1)C1=CC=CC=C1